2-(morpholine-4-carbonyl)benzene-1-sulfonamide N1(CCOCC1)C(=O)C1=C(C=CC=C1)S(=O)(=O)N